1-amino-4-(1-(2-azidoethyl)-1H-pyrazol-3-yl)-3-methyl-1H-pyrrole-2-carboxylic acid ethyl ester C(C)OC(=O)C=1N(C=C(C1C)C1=NN(C=C1)CCN=[N+]=[N-])N